3-(4-hydroxy-5-(1-(((1r,4r)-4-methoxycyclohexyl)methyl)piperidin-4-yl)-1-oxoisoindolin-2-yl)piperidine-2,6-dione OC1=C2CN(C(C2=CC=C1C1CCN(CC1)CC1CCC(CC1)OC)=O)C1C(NC(CC1)=O)=O